[N+](=O)([O-])C=1C=C(C=CC1NCC1CCOCC1)S(=O)(=O)C1=C(C(=O)N)C=CC=C1 (3-nitro-4-(((tetrahydro-2H-pyran-4-yl)methyl)amino)benzenesulfonyl)benzamide